6-chloro-5-fluoro-N2,N4-bis((R)-1,1,1-trifluoropropan-2-yl)pyrimidine-2,4-diamine ClC1=C(C(=NC(=N1)N[C@@H](C(F)(F)F)C)N[C@@H](C(F)(F)F)C)F